C(#N)C=1C=C(C=CC1)N1N=CC(=C1)C(=O)Cl 1-(3-cyanophenyl)pyrazole-4-carbonyl chloride